methyl N-[5-[6-[4-(4-fluoro-3-methyl-phenyl)-1,2,4-triazol-3-yl]-8-methyl-imidazo[1,2-a]pyridin-3-yl]-2-pyridyl]carbamate FC1=C(C=C(C=C1)N1C(=NN=C1)C=1C=C(C=2N(C1)C(=CN2)C=2C=CC(=NC2)NC(OC)=O)C)C